C=CCC(\C=C\CCCC)=O E-4-Decadienal